O1C(=CC=C1)C=1C=CC(=C(C1)NC1=NC=NC2=CC(=C(C=C12)OC1CN(C1)C(C=C)=O)OC)OC 1-(3-((4-((5-(furan-2-yl)-2-methoxyphenyl)amino)-7-methoxyquinazolin-6-yl)oxy)azetidin-1-yl)prop-2-en-1-one